2-(3-((4-(((1,1,1,3,3,3-Hexafluoropropan-2-yl)oxy)carbonyl)piperazin-1-yl)methyl)-5-(pyrazin-2-yl)phenoxy)-2-methylpropanoic acid FC(C(C(F)(F)F)OC(=O)N1CCN(CC1)CC=1C=C(OC(C(=O)O)(C)C)C=C(C1)C1=NC=CN=C1)(F)F